N1C=C(C2=CC=CC=C12)C(C=1N=C(SC1)C1=CC=CC=C1)C1=CNC2=CC=CC=C12 4-(di(1H-indol-3-yl)methyl)-2-phenylthiazole